C(#N)C=1C(=C2CC[C@H](C2=CC1)OC1=CC=C(C=C1)[C@H](CC(=O)O)C#CC)C=1C=NC(=CC1)OC1CCOCC1 (S)-3-(4-(((R)-5-cyano-4-(6-((tetrahydro-2H-pyran-4-yl)oxy)pyridin-3-yl)-2,3-dihydro-1H-inden-1-yl)oxy)phenyl)hex-4-ynoic acid